9-methoxy-1,2,3,5,6,7,12,12a-octahydropyrrolo[1',2':1,7]azepino[4,5-b]indole COC=1C=CC=2C3=C(NC2C1)CCN1C(C3)CCC1